trans-4-{2-[4-(2,3-dichlorophenyl)-piperazin-1-yl]-ethyl}-N,N-dimethylcarbamoyl-cyclohexylamine hydrochloride Cl.ClC1=C(C=CC=C1Cl)N1CCN(CC1)CCC1CCC(CC1)(N(C)C)C(N)=O